N-(2-(6-(((3R)-1-(sec-Butyl)piperidin-3-yl)amino)-4-methylpyridazin-3-yl)-5-(trifluoromethyl)phenyl)methanesulfonamide C(C)(CC)N1C[C@@H](CCC1)NC1=CC(=C(N=N1)C1=C(C=C(C=C1)C(F)(F)F)NS(=O)(=O)C)C